N-(4-(2,5-difluorophenyl)-2-(4-fluorocyclohexyl)pyridin-3-yl)-6-fluoronicotinamide FC1=C(C=C(C=C1)F)C1=C(C(=NC=C1)C1CCC(CC1)F)NC(C1=CN=C(C=C1)F)=O